[1-(2,4-difluorophenyl)triazol-4-yl]methanone FC1=C(C=CC(=C1)F)N1N=NC(=C1)C=O